5-cyclobutoxy-2-methyl-6-(1-methyl-1H-imidazol-4-yl)-3,4-dihydroquinolin-1(2H)-yl(cyclopropyl)methanone C1(CCC1)OC1=C2CCC(N(C2=CC=C1C=1N=CN(C1)C)C(=O)C1CC1)C